CC=1N(C2=NC=NC=C2N1)C[C@H]1OCCC1 8-methyl-9-(((S)-tetrahydrofuran-2-yl)methyl)-9H-purine